7-bromo-6-fluoro-2-methyl-2,9-dihydro-1H-spiro[8-oxa-2,4,10a-triazanaphtho[2,1,8-cde]azulene-10,1-cyclopropan]-1-one BrC1=C(C=C2N=CC=3N(C(N4C3C2=C1OCC41CC1)=O)C)F